ClC1=CC=2N(N=C1)C(=CN2)C2=CC(=NC=C2)N2CCN(CC2)C(C)=O 1-(4-(4-(7-chloroimidazo[1,2-b]pyridazin-3-yl)pyridin-2-yl)piperazin-1-yl)ethanone